CN(C1=CC(=C(C=C1)OC)NC([C@@H](NCCC)CC(C)C)=O)C1=CC(OC2=CC=CC=C12)=O 4-(N-methyl-N-(3-(N-propyl-L-leucylamino)-4-methoxyphenyl)-amino)coumarin